C(CCP(OC1=CC=CC=C1)(OC1=CC=CC=C1)=O)P(OC1=CC=CC=C1)(OC1=CC=CC=C1)=O Tetraphenyl propane-1,3-diylbis(phosphonate)